BrC1=C(C(=C2C(NC(=NC2=C1)NC1CCN(CC1)C1CC1)=O)OC[C@@H]1CN(CCN1)C(=O)OC(C)(C)C)Cl tert-butyl (S)-3-(((7-bromo-6-chloro-2-((1-cyclopropylpiperidin-4-yl)amino)-4-oxo-3,4-dihydroquinazolin-5-yl)oxy)methyl)piperazine-1-carboxylate